methyl 1-((3,3-difluoro-1-methylcyclobutyl)methyl)-3-(2-fluorocyclopropyl)-4-(trifluoromethyl)-1H-pyrazole-5-carboxylate FC1(CC(C1)(C)CN1N=C(C(=C1C(=O)OC)C(F)(F)F)C1C(C1)F)F